N-((3-hydroxyoxetan-3-yl)methyl)-1-methyl-2-((6-(trifluoromethoxy)-benzo[d]oxazol-2-yl)-amino)-1H-benzo[d]-imidazole-5-carboxamide OC1(COC1)CNC(=O)C1=CC2=C(N(C(=N2)NC=2OC3=C(N2)C=CC(=C3)OC(F)(F)F)C)C=C1